C(CCCCCCCCCCCCC)OC(C[N+](C)(C)CCO)COCCCCCCCCCCCCCC 2,3-ditetradecyloxypropyl-(2-hydroxyethyl)-Dimethylammonium